N-(2-(2-hydroxyethoxy)ethyl)-1-methyl-2-((4,5,6,7-tetrahydrothiazolo-[5,4-c]pyridin-2-yl)amino)-1H-benzo[d]imidazole-5-carboxamide hydrochloride Cl.OCCOCCNC(=O)C1=CC2=C(N(C(=N2)NC=2SC=3CNCCC3N2)C)C=C1